1-(6-o-methylbenzoyl-9-ethylcarbazol-3-yl)-3-Cyclohexyl-propan-1-one-oxime acetate C(C)(=O)O.CC1=C(C(=O)C=2C=C3C=4C=C(C=CC4N(C3=CC2)CC)C(CCC2CCCCC2)=NO)C=CC=C1